[Sn].[Fe].COC1=CC=C(C=C1)C=1[CH-]C=CC1.[CH-]1C=CC=C1.[Fe+2] 2-[4-methoxyphenyl]ferrocene Iron tin